5-((R)-2-(2,5-difluorophenyl)pyrrolidin-1-yl)-N-((1r,4R)-4-hydroxycyclohexyl)-3H-imidazo[4,5-b]pyridine-3-carboxamide FC1=C(C=C(C=C1)F)[C@@H]1N(CCC1)C1=CC=C2C(=N1)N(C=N2)C(=O)NC2CCC(CC2)O